COC(=O)NC1=C(C(=CC=C1)C)CNC=1C=2N(C=CC1)C(=C(N2)C)C 8-(2-methoxycarbonylamino-6-methyl-phenylmethylamino)-2,3-dimethyl-imidazo[1,2-a]-pyridine